BrC1=CC(=C(C=C1)C(CC1=NC(=NC(=C1)C(=O)N1[C@@H](C2=CC=CC=C2CC1)C)C1CC1)=O)F 1-(4-Bromo-2-fluorophenyl)-2-{2-cyclopropyl-6-[(1R)-1-methyl-1,2,3,4-tetrahydroisoquinoline-2-carbonyl]pyrimidin-4-yl}ethan-1-one